((7-cyano-5-(1H-imidazol-1-yl)-1H-indol-2-yl)methyl)carbamic acid tert-butyl ester C(C)(C)(C)OC(NCC=1NC2=C(C=C(C=C2C1)N1C=NC=C1)C#N)=O